C(C)(C)(C)OC(NC1=NN(C=C1)CC1=CC=C(C=C1)OC)=O.C(C)(C)OCC1=C(C=C(C=C1)COC(C)C)COC(C)C 1,2,4-tris(isopropoxymethyl)benzene tert-butyl-N-{1-[(4-methoxyphenyl)methyl]-1H-pyrazol-3-yl}carbamate